dipropyl-cyclohex-1-ene-1,2-dicarboxylic acid C(CC)C1(C(=C(CCC1)C(=O)O)C(=O)O)CCC